O1C(=NC=C1)C=1C=C(C=CC1)C1=CC2=C(NC(=N2)CCN)C=C1 2-(5-(3-(oxazol-2-yl)phenyl)-1H-benzo[d]imidazol-2-yl)ethan-1-amine